methyl 2-((anti)-5-(3-methoxy-5-(trifluoromethyl)phenyl)-1-(4-(trifluoromethyl)benzyl)piperidin-3-yl)acetate COC=1C=C(C=C(C1)C(F)(F)F)C1CC(CN(C1)CC1=CC=C(C=C1)C(F)(F)F)CC(=O)OC